4-(1-((3,3-difluorocyclobutyl)methyl)-3-(1,1-difluoroethyl)-4-methyl-1H-pyrazole-5-carboxamido)picolinamide FC1(CC(C1)CN1N=C(C(=C1C(=O)NC1=CC(=NC=C1)C(=O)N)C)C(C)(F)F)F